C1OCCN2C1=NC1=C2C=C(C=C1)C#CC1=C2C=C(N=CC2=C(N=C1)NC)NC(=O)C1CC1 N-(5-((3,4-dihydro-1H-benzo[4,5]imidazo[2,1-c][1,4]oxazin-7-yl)ethynyl)-8-(methylamino)-2,7-naphthyridin-3-yl)cyclopropanecarboxamide